4-(hydroxymethyl)-4-methyl-8-(1-((2-(trimethylsilyl)ethoxy)methyl)-1H-pyrazol-4-yl)-1,4-dihydropyrano[3,4-b]thieno[3,2-d]pyran-6(2H)-one OCC1(OCCC2=C1OC(C1=C2C=C(S1)C=1C=NN(C1)COCC[Si](C)(C)C)=O)C